N-(2-methoxy-4-nitrophenyl)-5-methylpyrazine-2-carboxamide COC1=C(C=CC(=C1)[N+](=O)[O-])NC(=O)C1=NC=C(N=C1)C